ethyl 4-(2-(3-(3-amino-6-(2-hydroxyphenyl)pyridazin-4-yl)-3,8-diazabicyclo[3.2.1]octan-8-yl)pyrimidin-5-yl)cyclohexanecarboxylate NC=1N=NC(=CC1N1CC2CCC(C1)N2C2=NC=C(C=N2)C2CCC(CC2)C(=O)OCC)C2=C(C=CC=C2)O